NC1=NC(=NC=C1)C=1C(=NN(C1OCC[C@H](C)NC1=C(C=NC(=C1)Cl)C1=NC=C(C=C1F)CN1CCOCC1)C)C (S)-N-(4-((4-(4-Aminopyrimidin-2-yl)-1,3-dimethyl-1H-pyrazol-5-yl)oxy)butan-2-yl)-6'-chloro-3-fluoro-5-(morpholinomethyl)-[2,3'-bipyridin]-4'-amine